2-Hydroxyindole OC=1NC2=CC=CC=C2C1